CO\N=C(/C(C)C)\C=1N=C(SC1)C(=O)C1=CN(C2=CC=CC=C12)C(=O)OC(C)(C)C (E)-tert-Butyl 3-(4-(1-(methoxyimino)-2-methylpropyl)thiazole-2-carbonyl)-1H-indole-1-carboxylate